[4-[2-(Trifluoromethyl)phenyl]-sulfonylmorpholin-2-yl]benzothiophen-2-carboxamid FC(C1=C(C=CC=C1)S(=O)(=O)N1CC(OCC1)C1=C(SC2=C1C=CC=C2)C(=O)N)(F)F